ClC=1C=C(C=C(C1)F)N1CCNCC1 1-(3-chloro-5-fluoro-phenyl)piperazine